C1(CC1)C1=NN(C=N1)C1CC2(CN(C2)C(=O)N2CC3(C2)CCN(C3)CC3=NC=C(N=C3)C(F)(F)F)C1 [6-(3-cyclopropyl-1,2,4-triazol-1-yl)-2-azaspiro[3.3]heptan-2-yl]-[7-[[5-(trifluoromethyl)pyrazin-2-yl]methyl]-2,7-diazaspiro[3.4]octan-2-yl]methanone